NC=1N=NC(=CC1N1CCN(CC1)CCOCC(=O)O)C1=C(C=CC=C1)O 2-(2-(4-(3-amino-6-(2-hydroxyphenyl)pyridazin-4-yl)piperazin-1-yl)ethoxy)acetic acid